CN(C1CCC(CC1)C=1SC2=C(N1)C=C(C=C2)C=2CC[C@@H](CN2)C)C |r| N,N-dimethyl-4-[5-[rac-(3S)-3-methyl-2,3,4,5-tetrahydropyridin-6-yl]-1,3-benzothiazol-2-yl]cyclohexanamine